COC1=CC=C(C=C1)C1=CC=C2N=C3CCCCC3=C(C2=C1)N 7-(4-methoxyphenyl)-1,2,3,4-tetrahydroacridin-9-amine